N2-cyclopentyl-6-pentyl-pyridine-2,3-diamine C1(CCCC1)NC1=NC(=CC=C1N)CCCCC